2-cyclopentyl-N-(5-(6-(3-methoxy-4-(4-(1-methylpiperidin-4-yl)piperazine-1-carbonyl)phenyl)pyrazin-2-yl)thiophen-3-yl)acetamide C1(CCCC1)CC(=O)NC1=CSC(=C1)C1=NC(=CN=C1)C1=CC(=C(C=C1)C(=O)N1CCN(CC1)C1CCN(CC1)C)OC